ClC1=C(OC(C(=O)N)C(C)=O)C=C(C(=C1)F)N1C(N(C(=CC1=O)C(F)(F)F)C)=O 2-{2-chloro-4-fluoro-5-[3-methyl-2,6-dioxo-4-(trifluoromethyl)-1,2,3,6-tetrahydropyrimidin-1-yl]phenoxy}-3-oxobutanamide